(R)-3-(tert-butyl)-N-(1-(4-(2-(cyclopropanecarboxamido)pyridin-4-yl)-2-(trifluoromethyl)phenyl)ethyl)-1,2,4-oxadiazole-5-carboxamide C(C)(C)(C)C1=NOC(=N1)C(=O)N[C@H](C)C1=C(C=C(C=C1)C1=CC(=NC=C1)NC(=O)C1CC1)C(F)(F)F